FC1=C(C(=CC(=C1)OC)F)C1=C(C(N(N1C)C1=NC(=CC=C1C(F)(F)F)N1C[C@H](CC1)O)=O)NC(C1=CC=C(C=C1)OC(F)F)=O N-[5-(2,6-difluoro-4-methoxyphenyl)-2-{6-[(3S)-3-hydroxypyrrolidin-1-yl]-3-(trifluoromethyl)pyridin-2-yl}-1-methyl-3-oxo-2,3-dihydro-1H-pyrazol-4-yl]-4-(difluoromethoxy)benzamide